N-(cyclopropylmethyl)-4-(4-pyridyl)butan-1-amine C1(CC1)CNCCCCC1=CC=NC=C1